BrC=1C=C2C(=NN(C2=CC1)C1OCCCC1)C=C 5-bromo-1-tetrahydropyran-2-yl-3-vinyl-indazole